[Cr](=O)(=O)(O)O.C(C1=CC=CC=C1)(C1=CC=CC=C1)(C1=CC=CC=C1)[SiH2]C(C1=CC=CC=C1)(C1=CC=CC=C1)C1=CC=CC=C1 ditritylsilane chromate